C(C1=CC=CC=C1)OC(=O)NC1=C(C=C(C=C1)S(=O)(=O)C=1C=C(C=CC1)N1C2CN(C2CCC1)C(=O)OC(C)(C)C)F Tert-butyl 2-[3-(4-{[(benzyloxy)carbonyl]amino}-3-fluorobenzenesulfonyl)phenyl]-2,7-diazabicyclo[4.2.0]octane-7-carboxylate